C(C=C)(=O)OCCC n-propyl (acrylate)